7-bromo-1,5-dimethyl-1,3-dihydro-2H-benzo[d]imidazol-2-one BrC1=CC(=CC2=C1N(C(N2)=O)C)C